FC(C(=O)O)(F)F.O=C1N2C(=NC=3C=C4C(=CC13)C=CC=C4)C(=CC=C2)C(=O)NCC2NCCC2 12-oxo-N-(pyrrolidin-2-ylmethyl)-12H-benzo[g]pyrido[2,1-b]quinazoline-4-carboxamide trifluoroacetate